tert-butyl (S)-3-(((1-(4-fluoro-3-(trifluoromethyl)phenyl)cyclopropyl)amino)methyl)morpholine-4-carboxylate FC1=C(C=C(C=C1)C1(CC1)NC[C@@H]1N(CCOC1)C(=O)OC(C)(C)C)C(F)(F)F